C(=CCCCCCCCCC)C=1NC=CN1 2-undecenylimidazole